C([O-])(O)=O BICARBONATE